CN(C1=NC=NC2=C(C=C(C=C12)C(F)(F)F)C(F)(F)F)C(C)C=1N(N=CN1)C1=NC=CC=N1 N-methyl-N-[1-(2-pyrimidin-2-yl-1,2,4-triazol-3-yl)ethyl]-6,8-bis(trifluoromethyl)quinazolin-4-amine